FC(COC=1C=CC(=NC1)N1N=CN=C1C(C)NC(C1=CC(=CC(=C1)S(=O)(=O)C(F)(F)F)C(F)(F)F)=O)(F)F N-[1-[2-[5-(2,2,2-trifluoroethoxy)-2-pyridyl]-1,2,4-triazol-3-yl]ethyl]-3-(trifluoromethyl)-5-(trifluoromethylsulfonyl)benzamide